C12N(CC(NC1)C2)C(=O)C2=C(C=C(C=C2)NC=2C=1N(C=CN2)C(=CN1)C=1C(=NN(C1)CC(F)F)C(F)(F)F)CC (2,5-diazabicyclo[2.2.1]heptan-2-yl)(4-((3-(1-(2,2-difluoroethyl)-3-(trifluoromethyl)-1H-pyrazol-4-yl)imidazo[1,2-a]pyrazin-8-yl)amino)-2-ethylphenyl)methanone